BrCC1(OC1)C 2-(bromomethyl)-2-methyloxirane